(R)-2-(6-heptenyl)alanine C(CCCCC=C)[C@](N)(C)C(=O)O